C[Si](CCCCC[Si](O)(C)C)(O)C 1,5-bis(dimethylhydroxysilyl)pentane